3-[(3S)-4,4-difluorotetrahydrofuran-3-yl]-1-[(1S)-2-hydroxy-1-(4-pyridyl)ethyl]-1-methyl-urea FC1([C@H](COC1)NC(N(C)[C@H](CO)C1=CC=NC=C1)=O)F